2-(4-((2-aminothiazol-5-yl)methyl)piperazin-1-yl)-N-phenylacetamide NC=1SC(=CN1)CN1CCN(CC1)CC(=O)NC1=CC=CC=C1